FC=1C=CC(=C(C1)O)C=1N=NC(=CC1C)C[C@@H]1CN(CCC1)C (R)-5-fluoro-2-(4-methyl-6-((1-methylpiperidin-3-yl)methyl)pyridazin-3-yl)phenol